trans-methyl-3-oxo-2-butylcyclopentanacetate COC(C[C@H]1[C@@H](C(CC1)=O)CCCC)=O